5-isopropyl-2-(naphthalen-1-yl)-N-phenylaniline C(C)(C)C=1C=CC(=C(NC2=CC=CC=C2)C1)C1=CC=CC2=CC=CC=C12